P(=O)(OC(C)(C)C)(OC(C)(C)C)OCCl ditertbutyl chloromethyl phosphate